4-(4-((1R,5S)-3,8-diazabicyclo[3.2.1]oct-3-yl)-8-fluoro-2-(((S)-1-(piperidin-1-yl)propan-2-yl)oxy)-5-(propynyl)pyrido[4,3-d]pyrimidin-7-yl)-5-ethynyl-6-fluoronaphthalen-2-ol [C@H]12CN(C[C@H](CC1)N2)C=2C1=C(N=C(N2)O[C@H](CN2CCCCC2)C)C(=C(N=C1C#CC)C1=CC(=CC2=CC=C(C(=C12)C#C)F)O)F